hydroxy-1,3-dihydrobenzo[c][1,2]oxaborol OB1OCC2=C1C=CC=C2